methyl (R)-6-(2-(ethyl(4-(2-(ethylamino)ethyl)benzyl)amino)-4-methoxyphenyl)-5,6,7,8-tetrahydronaphthalene-2-carboxylate C(C)N(C1=C(C=CC(=C1)OC)[C@H]1CC=2C=CC(=CC2CC1)C(=O)OC)CC1=CC=C(C=C1)CCNCC